CN1C=CC=CC1OC2C=CC=CN2C N-methylpyridyl ether